CC1=NC=2N(C=C(NC2)C2=CC=CC=C2)C1=O 2-methyl-6-phenyl-3,7-dihydroimidazo[1,2-a]pyrazin-3-one